N-[2-[(2-methoxyphenyl)amino]-7-oxo-8-phenyl-5-[2-(triisopropylsilyl)ethynyl]pyrido[2,3-d]pyrimidin-6-yl]acetamide COC1=C(C=CC=C1)NC=1N=CC2=C(N1)N(C(C(=C2C#C[Si](C(C)C)(C(C)C)C(C)C)NC(C)=O)=O)C2=CC=CC=C2